ethyl-aluminum sesquiethoxide [O-]CC.C(C)[Al+2].[O-]CC.[O-]CC.C(C)[Al+2]